ClC=1C(N(C(=CC1OCC1=NC=C(C=C1F)F)C)C1=CC(=NC=C1C)C1=NC(=NC=C1)C1(COC1)O)=O (R)-3-chloro-4-((3,5-difluoropyridin-2-yl)methoxy)-2'-(2-(3-hydroxyoxetan-3-yl)pyrimidin-4-yl)-5',6-dimethyl-2H-[1,4'-bipyridin]-2-one